C(#N)[C@@H]1CN(C[C@H]1C1=CC(=CC=C1)OCCCCCC#CC1=C2CN(C(C2=CC=C1)=O)[C@H]1C(NC(CC1)=O)=O)C(=O)OC(C)(C)C |&1:31| rac-tert-butyl (3S,4R)-3-cyano-4-(3-((7-(2-(2,6-dioxopiperidin-3-yl)-1-oxoisoindolin-4-yl)hept-6-yn-1-yl)oxy)phenyl)pyrrolidine-1-carboxylate